2'-chloro-N-(6-[imino(methyl)oxo-λ6-sulfanyl]-1,3-benzothiazol-2-yl)-5'-methoxy-6-methyl-[4,4'-bipyridine]-3-carboxamide ClC1=NC=C(C(=C1)C1=C(C=NC(=C1)C)C(=O)NC=1SC2=C(N1)C=CC(=C2)S(=O)(C)=N)OC